(S)-3-(4-(3-Bromopropionamido)phenyl)-2-((tert-butoxycarbonyl)amino)propionic acid BrCCC(=O)NC1=CC=C(C=C1)C[C@@H](C(=O)O)NC(=O)OC(C)(C)C